ethyl-succinic acid, dimethyl ester C(C)C(C(=O)OC)CC(=O)OC